((3-(4-aminopyridin-3-yl)isoxazol-5-yl)methyl)-3-(benzo[d][1,3]dioxan-5-yl)propanamide NC1=C(C=NC=C1)C1=NOC(=C1)CC(C(=O)N)CC1=CC=CC=2OCOCC21